COC=1C=C2C(=C(C=NC2=CC1OC)C(=O)N1CCN(CC1)S(=O)(=O)C)N1CCC2(OCCO2)CC1 (6,7-dimethoxy-4-(1,4-dioxa-8-azaspiro[4.5]decan-8-yl)quinolin-3-yl)(4-(methylsulfonyl)piperazin-1-yl)methanone